2-(3-hydroxyphenyl)ethanol OC=1C=C(C=CC1)CCO